C(OCC12CC3CC(CC(C1)C3)C2)(OC[C@]2(O[C@H](C[C@@H]2O)N2C3=NC(=NC(=C3N=C2)N)F)C#C)=O 1-adamantylmethyl [(2R,3S,5R)-5-(6-amino-2-fluoro-purin-9-yl)-2-ethynyl-3-hydroxy-tetrahydrofuran-2-yl]methyl carbonate